N[C@H](C(F)(F)F)C1CCN(CC1)C(=O)OCC1=CC=CC=C1 benzyl 4-[(S)-1-amino-2,2,2-trifluoroethyl]-1-piperidinecarboxylate